C1(CCCCC1)N=C=NCCN1CCOCC1 cyclohexyl-3-(2-morpholinoethyl)carbodiimide